[Sn+4].[Si](OCCCCCCCCCCCC)(OCCCCCCCCCCCC)([O-])[O-].C(CCCCCCCCCCC)O[Si](OCCCCCCCCCCCC)([O-])[O-] dilauryl silicate tin